OC[C@H](C1=CC=CC=C1)NC1=CC(=NC=C1C1=NC=NO1)NC1=CC=C2C(=N1)C(NC2=O)(C)C (S)-2-((4-((2-hydroxy-1-phenylethyl)amino)-5-(1,2,4-oxadiazol-5-yl)pyridin-2-yl)amino)-7,7-dimethyl-6,7-dihydro-5H-pyrrolo[3,4-b]pyridin-5-one